2-(4-(3-methoxycyclobutoxy)phenyl)-4,4,5,5-tetramethyl-1,3,2-dioxaborolane COC1CC(C1)OC1=CC=C(C=C1)B1OC(C(O1)(C)C)(C)C